ethyl fluorophosphonate FP(OCC)([O-])=O